2-((4-(3-((4-ethynyl-2-fluorophenoxy)methyl)phenoxy)piperidin-1-yl)methyl)-1-((1-isopropyl-1H-imidazol-5-yl)methyl)-1H-benzo[d]imidazole-6-carboxylic acid C(#C)C1=CC(=C(OCC=2C=C(OC3CCN(CC3)CC3=NC4=C(N3CC3=CN=CN3C(C)C)C=C(C=C4)C(=O)O)C=CC2)C=C1)F